N[C@H](C(=O)NCCCN(CCCNC(OC(C)(C)C)=O)CCO[Si](C)(C)C(C)(C)C)CCCCNC(=O)OC(C)(C)C Tert-butyl N-[3-[3-[[(2S)-2-amino-6-(tertbutoxycarbonylamino)hexanoyl]amino]propyl-[2-[tertbutyl(dimethyl)silyl]oxyethyl]amino]propyl]carbamate